(R)-N-(1-(2-(1-((1-(4-aminophenyl)piperidin-4-yl)methyl)piperidin-4-yl)ethyl)pyrrolidin-3-yl)-5-chloro-4-(1H-indol-3-yl)pyrimidin-2-amine NC1=CC=C(C=C1)N1CCC(CC1)CN1CCC(CC1)CCN1C[C@@H](CC1)NC1=NC=C(C(=N1)C1=CNC2=CC=CC=C12)Cl